ClC1=NNC2=C(C=CC(=C12)OC1=CC(=CC(=C1)F)Cl)S(=O)(=O)C 3-chloro-4-(3-chloro-5-fluorophenoxy)-7-methanesulfonyl-1H-indazole